FC1=CC(=C(C(=O)OC)C=C1F)NC1=C(C=C(C=C1)F)C=O Methyl 4,5-difluoro-2-((4-fluoro-2-formylphenyl)amino)benzoate